O1CC(C1)OC1=NC(=NC=C1C(F)(F)F)N[C@H]1C[C@H](CCC1)C1=NN=C2N1CCC(C2)C(F)(F)F 4-(oxetan-3-yloxy)-5-(trifluoromethyl)-N-[(1R,3S)-3-[7-(trifluoromethyl)-5,6,7,8-tetrahydro-[1,2,4]triazolo[4,3-a]pyridin-3-yl]cyclohexyl]pyrimidin-2-amine